BrC=1C=CC(=NC1)[C@@H]1[C@H]([C@@H](CC=C1)C(NC1=C(C=C(C=C1)C(F)(F)F)F)=O)C(=O)OC |r| rac-methyl (1R,2S,6R)-2-(5-bromopyridin-2-yl)-6-((2-fluoro-4-(trifluoromethyl)phenyl)carbamoyl)cyclohex-3-ene-1-carboxylate